1-(cyclopropylmethyl)-1H-pyrazole-3-carboxylic acid ethyl ester C(C)OC(=O)C1=NN(C=C1)CC1CC1